N1=CC=C(C=C1)C1=C(CNCC)C=CC=C1 N-(2-(pyridin-4-yl)benzyl)ethylamine